N2-(3-(5-isobutoxy-pyridin-2-yl)-1,2,4-thiadiazol-5-yl)-N3,N3-dimethyl-pyridine-2,3-diamine C(C(C)C)OC=1C=CC(=NC1)C1=NSC(=N1)NC1=NC=CC=C1N(C)C